methyl 5-(((1-(hydroxymethyl)cyclopropyl)methyl)(methyl)amino)pentanoate OCC1(CC1)CN(CCCCC(=O)OC)C